4-methyl-isoxazole-3-carboxamide CC=1C(=NOC1)C(=O)N